6-(trifluoromethyl)benzene FC(C1=CC=CC=C1)(F)F